NC=1C2=C(N=CN1)N(C=C2)[C@@H]2O[C@@H]([C@H]([C@H]2O)O)[C@@H]2OC(CC1=CC(=CC=C21)Cl)OC (2R,3R,4S,5S)-2-(4-amino-7H-pyrrolo[2,3-d]pyrimidin-7-yl)-5-((1R)-6-chloro-3-methoxyisochroman-1-yl)tetrahydrofuran-3,4-diol